3-Cyclopropyl-6-(3,4-dimethylphenyl)-N-[(2R)-3-methylbutan-2-yl]-4-oxo-4,5-dihydropyrazolo-[1,5-a]pyrazine-2-carboxamide C1(CC1)C=1C(=NN2C1C(NC(=C2)C2=CC(=C(C=C2)C)C)=O)C(=O)N[C@H](C)C(C)C